1-(2-amino-[1,2,4]triazolo[1,5-a]pyridin-5-yl)-N-(5-cyano-6-(2H-1,2,3-triazol-2-yl)pyridin-3-yl)-5-(trifluoromethyl)-1H-pyrazole-4-carboxamide NC1=NN2C(C=CC=C2N2N=CC(=C2C(F)(F)F)C(=O)NC=2C=NC(=C(C2)C#N)N2N=CC=N2)=N1